C(#N)C(CNC=1C(=CC=C2C=CC(=CC12)C1=CC=CC(=N1)C(=O)N[C@H]1C[C@@H](N(CC1)C)C)OC)=C 6-{8-[(2-cyano-2-methylideneethyl)amino]-7-methoxynaphthalen-2-yl}-N-[(2S,4R)-1,2-dimethylpiperidin-4-yl]pyridine-2-carboxamide